CN(C)CC1(CC1)COC=1N=C(C2=C(N1)CN(C2)C(=O)C2=CC(=CC1=CC=CC(=C21)I)O)N2C(CCCC(C2)C)C (2-((1-((dimethylamino)methyl)cyclopropyl)methoxy)-4-(2,6-dimethylazepan-1-yl)-5,7-dihydro-6H-pyrrolo[3,4-d]pyrimidin-6-yl)(3-hydroxy-8-iodonaphthalen-1-yl)methanone